C(#N)C=1C=CC(=NC1)N[C@@H]1CC[C@H](CC1)N(C(=O)NCC=1C=C(C=CC1)NS(=O)(=O)C)C1=CC=C(C=C1)C=1C=NN(C1)C N-(3-((((trans-4-((5-cyanopyridin-2-yl)amino)cyclohexyl)(4-(1-methyl-1H-pyrazol-4-yl)phenyl)carbamoyl)amino)methyl)phenyl)-methanesulfonamide